4-((3-chlorobenzyl)amino)-6-(3,5-dimethylisoxazol-4-yl)-N-((2,4-dimethylthiazol-5-yl)methyl)quinazoline-2-carboxamide ClC=1C=C(CNC2=NC(=NC3=CC=C(C=C23)C=2C(=NOC2C)C)C(=O)NCC2=C(N=C(S2)C)C)C=CC1